5-Chloro-3-isopropyl-N-((1-methylpyrrolidin-2-yl)methyl)pyrazolo[1,5-a]pyrimidin-7-amine ClC1=NC=2N(C(=C1)NCC1N(CCC1)C)N=CC2C(C)C